ClC1=NC(=C2N=CN(C2=N1)[C@H]1C=C[C@H](C1)COP(=O)(OC1=CC=CC=C1)N[C@@H](C)C(=O)OC(C)C)Cl Isopropyl ((((1S,4R)-4-(2,6-dichloro-9H-purin-9-yl)cyclopent-2-en-1-yl)methoxy)(phenoxy)phosphoryl)-L-alaninate